BISMUTH IODIDE OXIDE [Bi](I)(I)(I)=O